C(C)O[C@H]1[C@@H](CN(C1)C)NC(C(COC1=C(C=CC=C1)CC)(C)C)=O trans-N-(4-ethoxy-1-methylpyrrolidin-3-yl)-3-(2-ethylphenoxy)-2,2-dimethylpropionamide